C(C=1CC[C@H]([C@@H](C1)C=1C(=CC(=CC1O)CCCCC)O)C(=C)C)([2H])([2H])[2H] (1'R,2'R)-5'-(methyl-d3)-4-pentyl-2'-(prop-1-en-2-yl)-1',2',3',4'-tetrahydro-[1,1'-biphenyl]-2,6-diol